2-propenoic acid, 3,3-diphenylpropyl ester C(C=C)(=O)OCCC(C1=CC=CC=C1)C1=CC=CC=C1